(R)-3-aminopiperidine-1-carboxylic acid tert-butyl ester C(C)(C)(C)OC(=O)N1C[C@@H](CCC1)N